4-bromo-1,3-dioxo-2-(2,6-dioxopiperidin-3-yl)-isoindoline BrC1=C2C(N(C(C2=CC=C1)=O)C1C(NC(CC1)=O)=O)=O